ClC1=CN(C2=NC=C(C(=C21)C)N)C2CCC2 3-chloro-1-cyclobutyl-4-methyl-1H-pyrrolo[2,3-b]pyridin-5-amine